(4S)-1-[(1S)-1-(6-amino-3-chloro-pyridazin-4-yl)-2-methoxy-ethyl]-4-(trifluoromethyl)imidazolidin-2-one NC1=CC(=C(N=N1)Cl)[C@@H](COC)N1C(N[C@@H](C1)C(F)(F)F)=O